tert-butyl (S)-2-((tert-butoxycarbonyl)amino)-2-((S)-3-methylenecyclohexyl)acetate C(C)(C)(C)OC(=O)N[C@H](C(=O)OC(C)(C)C)[C@@H]1CC(CCC1)=C